4-[[(6-bromo-2-pyridyl)amino]methyl]-3-(3-hydroxypropyl)benzonitrile BrC1=CC=CC(=N1)NCC1=C(C=C(C#N)C=C1)CCCO